3-(2-oxo-7-piperazin-1-yl-1,3-benzoxazol-3-yl)piperidine-2,6-dione O=C1OC2=C(N1C1C(NC(CC1)=O)=O)C=CC=C2N2CCNCC2